4,4'-(cyclopentane-1,1-diyl)bis(2,6-dimethylphenol) C1(CCCC1)(C1=CC(=C(C(=C1)C)O)C)C1=CC(=C(C(=C1)C)O)C